tert-butyl 4-hydroxy-2-(methylthio)-5,6-dihydropyrido[3,4-d]pyrimidine-7(8H)-carboxylate OC=1C2=C(N=C(N1)SC)CN(CC2)C(=O)OC(C)(C)C